C(CCCCC)OCCO 2-Hexoxy-1-ethanol